2,2-bis(3,5-dimethyl-4-hydroxyphenyl)-p-diisopropylbenzene CC=1C=C(C=C(C1O)C)C1(C(C=CC(=C1)C(C)C)C(C)C)C1=CC(=C(C(=C1)C)O)C